C1(CCCC1)C=1C(=C(C(NC1C)=O)C(=O)NC1=CC(=C(C=C1)OC1=CC=NC2=CC(=C(N=C12)OC)OC)F)C cyclopentyl-N-[4-[(6,7-dimethoxy-1,5-naphthyridin-4-yl)oxy]-3-fluorophenyl]-4,6-dimethyl-2-oxopyridine-3-carboxamide